[N+](=O)([O-])C1=C(C(C(=O)O)=CC=C1)O 3-Nitrosalicylic acid